OC=1CNCC1 3-hydroxy-1,5-dihydro-2H-pyrrol